5-amino-6-(5-methyl-1H-indazol-4-yl)-2-(3-pivaloylaminopyridin-4-yl)pyrimidine-4-carboxamide NC=1C(=NC(=NC1C1=C2C=NNC2=CC=C1C)C1=C(C=NC=C1)NC(C(C)(C)C)=O)C(=O)N